N4-isobutyl-N2-(2-methoxy-4-(methylsulfonyl)phenyl)-7H-pyrrolo[2,3-d]pyrimidine-2,4-diamine 2,2,2-trifluoroacetate FC(C(=O)O)(F)F.C(C(C)C)NC=1C2=C(N=C(N1)NC1=C(C=C(C=C1)S(=O)(=O)C)OC)NC=C2